(E)-3-(8-(2-(3,3-difluoroazetidin-1-yl)-2-oxoethyl)-3-(p-tolyl)-1,4,8-triazaspiro[4.5]dec-1,3-dien-2-yl)-N-(quinolin-3-yl)acrylamide FC1(CN(C1)C(CN1CCC2(N=C(C(=N2)/C=C/C(=O)NC=2C=NC3=CC=CC=C3C2)C2=CC=C(C=C2)C)CC1)=O)F